BrC1=CC=C(C=C1)C(=O)C1CCC1 (4-bromophenyl)(cyclobutyl)methanone